C(C)(C)(C)OC1=C(C=CC=C1)O 2-(tert-Butoxy)phenol